(R)-4-(tert-butyl)-4-hydroxy-8-(2-methylpyridin-4-yl)-1,3,4,5-tetrahydro-6H-pyrano[4,3-b]thieno[3,2-d]pyridin-6-one C(C)(C)(C)[C@@]1(COCC2=C1NC(C1=C2C=C(S1)C1=CC(=NC=C1)C)=O)O